FC1(CCC(CC1)CCNC(C(=O)O)=O)F 2-((2-(4,4-difluorocyclohexyl)ethyl)amino)-2-oxoacetic acid